N1N=NN=C1C1=C(C=CC=C1)C1=CC(=CC(=N1)N(CC(C)C)CC1=CC=CC=C1)NC1=C(C=C(C=C1)F)C 6-(2-(1H-tetrazol-5-yl)phenyl)-N2-benzyl-N4-(4-fluoro-2-methylphenyl)-N2-isobutylpyridine-2,4-diamine